4-(2-(4-(4,4,5,5-tetramethyl-1,3,2-dioxaborolan-2-yl)phenoxy)ethyl)morpholine CC1(OB(OC1(C)C)C1=CC=C(OCCN2CCOCC2)C=C1)C